OC[C@H](CC)NC(C1=CC(=CC=C1)NC1=NC=C(C(=N1)NCC=1C(=NC=CC1)N(S(=O)(=O)C)C)C(F)(F)F)=O N-[(1S)-1-(hydroxymethyl)propyl]-3-({4-[({2-[methyl(methylsulfonyl)amino]pyridin-3-yl}methyl)amino]-5-(trifluoromethyl)pyrimidin-2-yl}amino)benzamide